CNC1=NC(=NC2=C(NN=C12)C1=CC=CC=C1)Cl N-methyl(5-chloro-3-phenyl-2H-1,2,4,6-tetraazainden-7-yl)amine